C(C)(C)(C)OC(=O)N1CC=CCC1 N-tert-butoxycarbonyl-1,2,5,6-tetrahydropyridine